[N+](=O)([O-])C1=C(NCC=2C=NC=NC2)C=CC=C1 2-Nitro-N-(pyrimidin-5-ylmethyl)aniline